2-(3',4'-dihydroxyphenyl)-1,3-benzodioxolane-5-al OC=1C=C(C=CC1O)C1OC2=C(O1)C=CC(=C2)C=O